(7S,7aS)-7-(4-iodophenyl)-1-toluenesulfonyl-2,3,5,6,7,7a-hexahydro-1H-indole IC1=CC=C(C=C1)[C@@H]1CCC=C2CCN([C@@H]12)S(=O)(=O)CC1=CC=CC=C1